C[C@@H](C(C(=O)OCC)N1C(C=C(C(=C1)CC=O)C(F)(F)F)=O)CC Ethyl (3R)-3-methyl-2-(2-oxo-5-(2-oxoethyl)-4-(trifluoromethyl)pyridin-1(2H)-yl)pentanoate